ClC1=C(C(=O)O)C=C(C(=C1)C(NS(=O)(=O)N1CCCC1)=O)OCC 2-chloro-5-ethoxy-4-((pyrrolidin-1-ylsulfonyl)carbamoyl)benzoic acid